C1C(CC12CCC2)NC(OC2=CC(=CC=C2)C=2C=NC=C(C2)C=2OC=NN2)=O 3-(5-(1,3,4-oxadiazol-2-yl)pyridin-3-yl)phenyl spiro[3.3]heptan-2-ylcarbamate